(S)-3-[4-(4-morpholin-4-ylmethyl-benzyl-oxy)-1-oxo-1,3-dihydro-isoindol-2-yl]-piperidine-2,6-dione N1(CCOCC1)CC1=CC=C(COC2=C3CN(C(C3=CC=C2)=O)[C@@H]2C(NC(CC2)=O)=O)C=C1